2-Phenoxyethylalcohol O(C1=CC=CC=C1)CCO